COCCOCCOC=C(C)C1=CC(=CC=C1)C(=C)COCCOCCOC 1-(1-(2-(2-methoxyethoxy)ethoxy)prop-1-en-2-yl)-3-(3-(2-(2-methoxyethoxy)ethoxy)prop-1-en-2-yl)benzene